(5-(3-chloro-5-(trifluoromethyl)phenyl)-5-(trifluoromethyl)-4,5-dihydroisoxazole-3-yl)-1-naphthoic acid ClC=1C=C(C=C(C1)C(F)(F)F)C1(CC(=NO1)C1=C(C2=CC=CC=C2C=C1)C(=O)O)C(F)(F)F